4-((2R,3S,5R)-3-(3,4-difluoro-2-methoxyphenyl)-5-methyl-5-(trifluoromethyl)tetrahydrothiophene-2-carboxamido)benzenesulfonyl azide FC=1C(=C(C=CC1F)[C@H]1[C@@H](S[C@](C1)(C(F)(F)F)C)C(=O)NC1=CC=C(C=C1)S(=O)(=O)N=[N+]=[N-])OC